FC(C1=C(C=C(C(=N1)OC)N)F)F 6-(difluoromethyl)-5-fluoro-2-methoxy-pyridin-3-amine